6-fluoro-2-nitro-1-phenyl-1H-inden-3-amine FC1=CC=C2C(=C(C(C2=C1)C1=CC=CC=C1)[N+](=O)[O-])N